ClC=1C=C(NC2(CCC3(C(CC4=CC=C(C=C34)OC3CCCC3)C[C@H](COC3=CC=NC=4CCC[C@H](C34)C)C)CC2)C(=O)O)C=CC1 4-(3-Chloroanilino)-6'-(cyclopentyloxy)-2'-[(2R)-2-methyl-3-{[(5R)-5-methyl-5,6,7,8-tetrahydroquinolin-4-yl]oxy}propyl]-2',3'-dihydrospiro[cyclohexane-1,1'-indene]-4-carboxylic acid